2-(3-(2,4-dimethylphenyl)pyridazin-4-yl)-1-ethyl-1H-benzo[d]imidazole-5-carboxylic acid CC1=C(C=CC(=C1)C)C=1N=NC=CC1C1=NC2=C(N1CC)C=CC(=C2)C(=O)O